C1N(CCC2=C1NC1=CC=CC=C21)C2=CC=CC(=N2)S(=O)(=O)NC(=O)C=2C(=NC=CC2)N2C(CC(C2)C)(C)C N-[[6-(1,3,4,9-Tetrahydropyrido[3,4-b]indol-2-yl)-2-pyridyl]sulfonyl]-2-(2,2,4-trimethylpyrrolidin-1-yl)pyridin-3-carboxamid